(4-(5-fluoro-2-(trifluoromethyl)phenyl)piperidin-1-yl)(4,5,6,7-tetrahydro-1H-pyrazolo[3,4-c]pyridin-3-yl)methanone hydrochloride Cl.FC=1C=CC(=C(C1)C1CCN(CC1)C(=O)C1=NNC=2CNCCC21)C(F)(F)F